O1C(=NC2=C1C=CC=C2)C=2N=C(N(C(C2O)=O)C)N2C(C1=CC(=CC=C1CC2)C(=O)N)C2=CC=CC=C2 2-(4-(benzo[d]oxazol-2-yl)-5-hydroxy-1-methyl-6-oxo-1,6-dihydropyrimidin-2-yl)-1-phenyl-1,2,3,4-tetrahydroisoquinoline-7-carboxamide